2-(3-(2-(2-azidoethoxy)ethoxy)-2-((2-(2-azidoethoxy)ethoxy)methyl)-2-methylpropoxy)acetaldehyde N(=[N+]=[N-])CCOCCOCC(COCC=O)(C)COCCOCCN=[N+]=[N-]